N=1C(=CN2C1C=NC=C2)C(=O)N imidazo[1,2-a]pyrazine-2-carboxamide